ClC1=CC=C(C=C1)C(=O)N1[C@@H](C=2N(CC1)C(=NN2)C2=CC=NN2C2CC2)C (R)-(4-chlorophenyl)(3-(1-cyclopropyl-1H-pyrazol-5-yl)-8-methyl-5,6-dihydro-[1,2,4]triazolo[4,3-a]pyrazin-7(8H)-yl)methanone